(tetrahydro-2H-pyran-4-yl)-magnesium chloride O1CCC(CC1)[Mg]Cl